N1(N=CN=C1)CCNC=1C(=C(C=C(C1)NC1=CC=CC=C1)F)C1=CC=CC=C1 N2-(2-(1H-1,2,4-triazol-1-yl)ethyl)-6-fluoro-N4-phenyl-[1,1'-biphenyl]-2,4-diamine